2,5-Dibromo-terephthalic acid diethyl ester C(C)OC(C1=C(C=C(C(=O)OCC)C(=C1)Br)Br)=O